C(C1=CC=CC=C1)OC1=CC=NN1 5-benzyloxypyrazole